CC1([C@H]2CC(C(C[C@@H]12)O)=C)C (1R,6S)-7,7-dimethyl-4-methylenebicyclo[4.1.0]heptan-3-ol